N1N=CC(=C1)C1=CC=C(C=C1)N1CCC(CC1)C(=O)N1CCCCC1 (1-(4-(1H-pyrazol-4-yl)phenyl)piperidin-4-yl)(piperidin-1-yl)methanone